3-(2-chloro-6-fluorophenyl)-6,7-difluoro-4-oxo-3,4-dihydrophthalazin ClC1=C(C(=CC=C1)F)N1N=CC2=CC(=C(C=C2C1=O)F)F